COC1=C(C=C(C=C1)C1=NC=CC=C1)[N+](=O)[O-] (4-methoxy-3-nitrophenyl)pyridine